ClC=1C(=C(CBr)C=CC1)OCCCCCC 3-chloro-2-hexyloxybenzylbromide